ClC1=CC=C(CN2C(=NC(NC2=O)=O)SCC)C=C1 5-(4-chlorobenzyl)-4-(ethylthio)-2,6-dioxo-5,6-dihydro-1,3,5-triazine